BrC=1C=C(C(N(C1)C)=O)NC1=NC=NC=C1 5-Bromo-1-methyl-3-(pyrimidin-4-ylamino)pyridin-2(1H)-one